3-(2-((2-(4-ethylpiperazin-1-yl)-5-(methoxycarbonyl)phenyl)amino)-2-oxoethoxy)-5-methylbenzoic acid C(C)N1CCN(CC1)C1=C(C=C(C=C1)C(=O)OC)NC(COC=1C=C(C(=O)O)C=C(C1)C)=O